(S)-2-chloro-N,N-dimethyl-4-(pyrrolidin-3-yloxy)benzamide tert-butyl-((1-((2-hydrazineyl-6-methoxypyridin-4-yl)methyl)-1H-pyrazol-4-yl)methyl)carbamate C(C)(C)(C)N(C(O)=O)CC=1C=NN(C1)CC1=CC(=NC(=C1)OC)NN.ClC1=C(C(=O)N(C)C)C=CC(=C1)O[C@@H]1CNCC1